C(C1=CC=CC=C1)N(C1CCC(CC1)(C(F)(F)F)OCCO)CC1=CC=CC=C1 2-(((1r,4r)-4-(dibenzylamino)-1-(trifluoromethyl)cyclohexyl)oxy)ethan-1-ol